5-Ethoxy-6-(3-methylimidazo[4,5-c]pyridin-7-yl)-3-(4-morpholinoanilino)pyrazin-2-carboxamid C(C)OC=1N=C(C(=NC1C=1C2=C(C=NC1)N(C=N2)C)C(=O)N)NC2=CC=C(C=C2)N2CCOCC2